p-nitronitronitroacetophenone [N+](=O)([O-])C1=CC=C(C=C1)C(C([N+](=O)[O-])[N+](=O)[O-])=O